(1S,7R)-2-(7-chloro-8-fluoro-2-(((2R,7aS)-2-fluorotetrahydro-1H-pyrrolizin-7a(5H)-yl)methoxy-d2)pyrido[4,3-d]pyrimidin-4-yl)-5-oxa-2-azabicyclo[5.1.0]octane ClC1=C(C=2N=C(N=C(C2C=N1)N1[C@H]2C[C@H]2COCC1)OC([2H])([2H])[C@]12CCCN2C[C@@H](C1)F)F